4-(2-bromo-4-fluorophenyl)-N-(2-bromophenyl)-1,3-dimethyl-1H-pyrazol-5-amine BrC1=C(C=CC(=C1)F)C=1C(=NN(C1NC1=C(C=CC=C1)Br)C)C